CP([O-])(=O)C.[Al+3].CP([O-])(=O)C.CP([O-])(=O)C aluminum dimethylphosphinate